1-chloro-4-methylsulfanyl-pyrrolo[1,2-d][1,2,4]triazine ClC=1C=2N(C(=NN1)SC)C=CC2